OC[C@H](C1=CC=CC=C1)NC1=NC(=NC=C1C1=NC=NO1)NC1=CC=C2CC(NC(C2=C1)=O)(C)C 7-[[4-[[(1S)-2-hydroxy-1-phenyl-ethyl]amino]-5-(1,2,4-oxadiazol-5-yl)pyrimidin-2-yl]amino]-3,3-dimethyl-2,4-dihydroisoquinolin-1-one